4-(2-azaspiro[3.5]non-2-yl)-1H-pyrazolo[3,4-d]pyrimidine C1N(CC12CCCCC2)C2=C1C(=NC=N2)NN=C1